NCCCCCCCCCC1=NN(C(=C1)C1=CC=C(C=C1)F)C1=CC=C(C=C1)S(=O)(=O)N 4-(3-(9-aminononyl)-5-(4-fluorophenyl)-1H-pyrazol-1-yl)benzenesulfonamide